ribosyl-thymidine tert-butyl-(2R,3R)-3-(aminomethyl)-2-methylpyrrolidine-1-carboxylate C(C)(C)(C)[C@@]1(N(CC[C@@H]1CN)C(=O)OC[C@@H]1[C@H](C[C@@](O1)(N1C(=O)NC(=O)C(C)=C1)C1[C@H](O)[C@H](O)[C@H](O1)CO)O)C